ClC1=CC(=C(COC2=CC=CC(=N2)C2CCN(CC2)CC2=NC3=C(N2CCC2OCCCC2)C=C(C=C3)C(=O)O)C=C1)F 2-[(4-{6-[(4-chloro-2-fluorobenzyl)oxy]pyridin-2-yl}piperidin-1-yl)methyl]-1-[2-(tetrahydro-2H-pyran-2-yl)ethyl]-1H-benzimidazole-6-carboxylic acid